ClC1=CC=C(C=C1)C1=NC(=NC(=C1)C1=CC(=CC=C1)C=1C=CC2=C(C3=C(O2)C=CC=2C=CC=CC23)C1)C1=CC=CC=C1 4-(4-chlorophenyl)-6-(3-(naphtho[2,1-b]benzofuran-10-yl)phenyl)-2-phenylpyrimidine